r-acryloxyethyl isocyanate C(C=C)(=O)OCCN=C=O